[I-].C[NH+]1CCC(CC1)C 1,4-dimethylpiperidin-1-ium iodide